(rac)-3-(4-cyano-3-fluorophenyl)-2-fluoro-N-(4-methyl-3-(pyridin-4-yl)-1H-pyrazol-5-yl)propenamide C(#N)C1=C(C=C(C=C1)C=C(C(=O)NC1=C(C(=NN1)C1=CC=NC=C1)C)F)F